[5-(1-amino-4-methylphthalazin-6-yl)-4-methoxy-2-(trifluoromethyl)phenyl]boronic acid formate salt C(=O)O.NC1=NN=C(C2=CC(=CC=C12)C=1C(=CC(=C(C1)B(O)O)C(F)(F)F)OC)C